2-{5-(2-chloropyrimidin-4-yl)-4-[3-(2,5-difluorobenzenesulfonylamino)-2-fluorophenyl]-thiazol-2-yl}-4-cyclopropylpiperazine-1-carboxylic acid tert-butyl ester C(C)(C)(C)OC(=O)N1C(CN(CC1)C1CC1)C=1SC(=C(N1)C1=C(C(=CC=C1)NS(=O)(=O)C1=C(C=CC(=C1)F)F)F)C1=NC(=NC=C1)Cl